N[C@@H](CCC(=O)[O-])C(=O)[O-].[K+].FC(C(C(C(C(C(C(C(F)(F)F)(F)F)(F)F)(F)F)(F)F)(F)F)(F)F)(S(=O)(=O)N)F.[K+] perfluorooctanesulfonamide potassium glutamate